C1(CCCCC1)OC(=O)C1CCC(CC1)C(=O)O cyclohexane-1,4-dicarboxylic acid monocyclohexyl ester